NC=1C=2N(C=CN1)C(=NC2C2=CC=C(C=C2)C(NC2=NC=CC(=C2)C2CC2)=O)C2CC(CCC2)(C(=O)O)C 3-(8-amino-1-{4-[(4-cyclopropylpyridin-2-yl)carbamoyl]phenyl}imidazo[1,5-a]pyrazin-3-yl)-1-methylcyclohexanecarboxylic acid